O1C(=CC=C1)C(=O)N1CCC(CC1)COC=1C(C=C(OC1)CN1CC2=CC=CC=C2C1)=O 5-((1-(furan-2-carbonyl)piperidin-4-yl)methoxy)-2-(isoindolin-2-ylmethyl)-4H-pyran-4-one